5-(3-isopropyl-2-methyl-3H-imidazo[4,5-b]pyridin-5-yl)-N-(cis-4-(trifluoromethoxy)cyclohexyl)-7H-pyrrolo[2,3-d]pyrimidin-2-amine C(C)(C)N1C(=NC=2C1=NC(=CC2)C2=CNC=1N=C(N=CC12)N[C@@H]1CC[C@@H](CC1)OC(F)(F)F)C